1-(4-hydroxy-3-iodophenyl)ethane-1-one OC1=C(C=C(C=C1)C(C)=O)I